trimethyl-2,3-dioleoyloxypropylammonium bromide [Br-].C[N+](CC(COC(CCCCCCC\C=C/CCCCCCCC)=O)OC(CCCCCCC\C=C/CCCCCCCC)=O)(C)C